N-nitroproline [N+](=O)([O-])N1[C@@H](CCC1)C(=O)O